5-(2-methoxy-6-methylphenyl)-1H-pyrazolo[4,3-c]pyridazin-3,6(2H,5H)-dione COC1=C(C(=CC=C1)C)N1N=C2C(=CC1=O)NNC2=O